4-cyclohexyl-N-(5-methyl-7-oxo-2-propyl-1H-[1,2,4]triazolo[1,5-a]pyrimidin-6-yl)benzenesulfonamide C1(CCCCC1)C1=CC=C(C=C1)S(=O)(=O)NC1=C(N=C2N(C1=O)NC(=N2)CCC)C